OC1(CC(C1)NC(OCC1=CC=CC=C1)=O)C benzyl ((trans)-3-hydroxy-3-methylcyclobutyl)carbamate